2-isopentenyl-3-isobutyryl-5,4'-dihydroxystilbene C(CC(=C)C)C1=C(C=C(C=C1C(C(C)C)=O)O)C=CC1=CC=C(C=C1)O